FC1=C(C=CC(=C1)C#CCN1CCOCC1)O fluoro-4-(3-morpholinoprop-1-ynyl)phenol